N1N=CC(=C1)C1=CC=C(C=C1)NC1=NC(=NC=C1)C=1C=C2CN(CC2=CC1)C(CC1COCC1)=O 1-(5-(4-((4-(1H-pyrazol-4-yl)phenyl)amino)pyrimidin-2-yl)isoindolin-2-yl)-2-(tetrahydrofuran-3-yl)ethan-1-one